CP(=O)(C)C=1C=C(C=CC1)NC=1C=C(C=O)C=CC1 3-((3-(dimethylphosphoryl)phenyl)amino)benzaldehyde